N-(1-(4-(tert-butyl)benzyl)-3-methyl-1H-pyrazolo[3,4-b]pyridin-5-yl)acrylamide C(C)(C)(C)C1=CC=C(CN2N=C(C=3C2=NC=C(C3)NC(C=C)=O)C)C=C1